C(CCCCCCC)C(COC(CCCCCNCCO)=O)CCCCCCCCCC 6-((2-hydroxyethyl)amino)hexanoic acid 2-octyldodecyl ester